F[C@@H]1C[C@@]2(CCCN2C1)COC1=NC(=NC(=N1)N1C[C@H]2CC[C@@H](C1)N2)N2C=NC(=C2)C2=CC(=CC1=CC=C(C(=C21)C#C)F)O 4-[1-(4-{[(2R,7aS)-2-fluoro-hexahydropyrrolizin-7a-yl]methoxy}-6-[(1R,5S)-3,8-diazabicyclo[3.2.1]octan-3-yl]-1,3,5-triazin-2-yl)imidazol-4-yl]-5-ethynyl-6-fluoronaphthalen-2-ol